[Na].NC1=C2C(NNC(C2=CC=C1)=O)=O (5-amino-2,3-dihydro-1,4-phthalazine-dione) sodium salt